FC1=C(C=CC(=C1)F)N1N=C(C(C1(C(=O)NCCCC(CO)(C)C)C)C=1OC=CC1)C1=C(C=C(C=C1)F)F 1,3-Bis(2,4-difluorophenyl)-4-(furan-2-yl)-N-(5-hydroxy-4,4-dimethylpentyl)-5-methyl-4,5-dihydro-1H-pyrazole-5-carboxamide